NC1=C(C(=C(C=N1)NC(C(=O)N1[C@@H](CC[C@H](C1)C)C1=CC=C(C=C1)O)=O)C)C N-(6-amino-4,5-dimethyl-3-pyridyl)-2-[(2S,5R)-2-(4-hydroxyphenyl)-5-methyl-1-piperidyl]-2-oxo-acetamide